BrCCCCCCN1C(C2=CC=CC=C2C1=O)=O 2-(6-bromohexyl)isoindolin-1,3-dione